(4Z)-4-(1,3-Benzothiazol-6-ylmethylene)-2-[[(1R,2R)-2-methoxycyclopentyl]amino]-1H-imidazol-5-one S1C=NC2=C1C=C(C=C2)\C=C\2/N=C(NC2=O)N[C@H]2[C@@H](CCC2)OC